C(C(C)C)[C@H]1C(N(CCN1)[C@H](C(=O)N1CCC(CC1)C(=O)OCCOCCOC)CC(C)C)=O 2-(2-Methoxyethoxy)ethyl 1-{(S)-2-[(S)-3-isobutyl-2-oxo-1-piperazinyl]-4-methylvaleryl}-4-piperidinecarboxylate